NC1=NC(=CC(=N1)N1[C@@H](CCCCC1)C=1C=C(C(=O)NC)C=CC1OC)C (S)-3-(1-(2-amino-6-methylpyrimidin-4-yl)azepan-2-yl)-4-methoxy-N-methylbenzamide